5-(6-((3-ethyl-2-oxo-1,2-dihydroquinolin-7-yl)methyl)-2,6-diazaspiro[3.3]heptan-2-yl)-N-methylpicolinamide C(C)C=1C(NC2=CC(=CC=C2C1)CN1CC2(CN(C2)C=2C=CC(=NC2)C(=O)NC)C1)=O